(S)-N-(3-(6-amino-2-(difluoromethyl)-3,3-difluoro-2,3,4,5-tetrahydropyridin-2-yl)-4-fluorophenyl)-5-bromopicolinamide NC=1CCC([C@@](N1)(C(F)F)C=1C=C(C=CC1F)NC(C1=NC=C(C=C1)Br)=O)(F)F